1-(1Z-hexadecenyl)-2-tridecanoyl-glycero-3-phospho-(1'-sn-glycerol) CCCCCCCCCCCCCC/C=C\OC[C@H](COP(=O)(O)OC[C@H](CO)O)OC(=O)CCCCCCCCCCCC